4-(4-chlorophenyl)-3-butyn-2-ol ClC1=CC=C(C=C1)C#CC(C)O